C1(=CC=CC=C1)[C@@H](CO)OC1OCCCC1 (2S)-2-phenyl-2-tetrahydropyran-2-yloxy-ethanol